tert-butyl 6-amino-5-((5-((4-(4-(methoxycarbonyl)-6-methylpyridin-2-yl)-1-methyl-1H-pyrazol-5-yl) oxy) pentyl) amino)-3,4-dihydroisoquinoline-2(1H)-carboxylate NC=1C(=C2CCN(CC2=CC1)C(=O)OC(C)(C)C)NCCCCCOC1=C(C=NN1C)C1=NC(=CC(=C1)C(=O)OC)C